COC1=NC(=NN2C1=C(C=C2)C=2C=CC=1N(C2)C(=CN1)C(=O)NC)NC1CCC(CC1)(C)OC 6-(4-methoxy-2-(((1r,4r)-4-methoxy-4-methylcyclohexyl)amino)pyrrolo[2,1-f][1,2,4]triazin-5-yl)-N-methylimidazo[1,2-a]pyridine-3-carboxamide